C(C1CO1)OC(C(=C)C)=O.OC1=CC=C(C=C1)C(C)(C)C1=CC=C(C=C1)O bisphenol A glycidylmethacrylate